C(C(=C)C)(=O)OCC(F)(F)F (trifluoroethyl) methacrylate